Cl.O=C1N(CC2=C(C=CC=C12)C#CCC1CCNCC1)C1C(NC(CC1)=O)=O 3-(1-oxo-4-(3-(piperidin-4-yl)prop-1-yn-1-yl)isoindolin-2-yl)piperidine-2,6-dione hydrochloride